2-ethylhexyl-S-lactate CCCC[C@@H](CC)COC(=O)[C@H](C)O